OC1CCN(CC1)C1=CC=C(C=N1)C(=O)NC1=NNC(=C1)C1=NC2=C(N1)C=CC(=C2)OC(F)(F)F 6-(4-hydroxy-1-piperidyl)-N-[5-[5-(trifluoromethoxy)-1H-benzimidazol-2-yl]-1H-pyrazol-3-yl]pyridine-3-carboxamide